CC(=CC=CO)C(CC)C 4,5-dimethyl-heptadienol